tert-butyl 3-(2-chloro-4-nitrophenoxy)-1H-pyrazole-1-carboxylate ClC1=C(OC2=NN(C=C2)C(=O)OC(C)(C)C)C=CC(=C1)[N+](=O)[O-]